ClC1=CC(=CC=2N=C(OC21)C=2C(=C(C=CC2)C2=C(C(=CC=C2)NC=2N=CC=C1C=C(C=NC21)CN2C[C@@H](CC2)C(=O)O)C)C)C=O (R)-1-((8-(3'-(7-chloro-5-formylbenzo[d]oxazol-2-yl)-2,2'-dimethylbiphenyl-3-ylamino)-1,7-naphthyridin-3-yl)methyl)pyrrolidine-3-carboxylic acid